N-((R)-2,3-dihydroxypropoxyfluoro-4-iodo-phenylamino)-benzamide O[C@@H](COC1=C(C=CC(=C1)I)N(NC(C1=CC=CC=C1)=O)F)CO